COC1CC(C1)N1CC(CC1)N [(1s,3s)-3-methoxycyclobutyl]pyrrolidin-3-amine